ClC1=C(C(=O)C2=CC=CC=C2)C=CC=C1 2-chloroBenzophenone